FC(C=1C=C(C=NC1)S(=O)(=O)N)(F)F 5-(trifluoromethyl)pyridine-3-sulfonamide